FC1=C(C(=O)O)C=C(C(=C1)F)[N+](=O)[O-] 2,4-difluoro-5-nitro-benzoic acid